FC=1C=C2C(C(=CN(C2=CC1N1[C@H](CCC1)COC1=NC=CC=C1)C1=NC=C(N=C1)O)C(=O)O)=O (R)-6-fluoro-1-(5-hydroxypyrazin-2-yl)-4-oxo-7-(2-((pyridin-2-yloxy)methyl)pyrrolidin-1-yl)-1,4-dihydroquinoline-3-carboxylic acid